CN(CCOC(C)O)C [2-(dimethylamino)ethoxy]ethanol